4-(((4-nitrobenzyl)oxy)methyl)benzonitrile [N+](=O)([O-])C1=CC=C(COCC2=CC=C(C#N)C=C2)C=C1